C(C)(C)(C)OC(=O)N[C@H](C(=O)O)C(C=C)(C)C (2S)-2-[(tert-butoxycarbonyl)amino]-3,3-dimethyl-pent-4-enoic acid